FC=1C=C(C=O)C=C(C1F)OC 3,4-difluoro-5-methoxy-benzaldehyde